C(N)(=O)[C@H]1N2C(N([C@H](CC1)C2)OS(=O)(=O)OCC(CCC(=O)OCC)(C)C)=O ethyl 5-(((((1R,2S,5R)-2-carbamoyl-7-oxo-1,6-diazabicyclo[3.2.1]octan-6-yl)oxy)sulfonyl)oxy)-4,4-dimethylpentanoate